ClC=1C=CC2=C([C@@H](C[C@@H](O2)C(=O)N[C@@H]2[C@H]3C[C@@H]([C@@H](C2)O3)C(N[C@@H]3C[C@@H](C3)OC(F)(F)F)=O)O)C1 |&1:13,14,16,17| (2R,4R)-6-chloro-4-hydroxy-N-[(1RS,2SR,4RS,5SR)-5-{[cis-3-(trifluoromethoxy)cyclobutyl]carbamoyl}-7-oxabicyclo[2.2.1]hept-2-yl]-3,4-dihydro-2H-1-benzopyran-2-carboxamide